(R)-(3-Aminopiperidin-1-yl)(2-(1-(cyclobutylmethyl)-1H-indol-2-yl)-3,4-dihydro-5-oxa-1,2a-diazaacenaphthylen-7-yl)methanon N[C@H]1CN(CCC1)C(=O)C=1C=C2OCCN3C(=NC(C1)=C32)C=3N(C2=CC=CC=C2C3)CC3CCC3